7-(2-difluoromethoxyphenyl)-3-(2-methoxyethyl)-1-((3-(trifluoromethyl)phenyl)sulfonyl)-2,3-dihydroquinazolin-4(1H)-one FC(OC1=C(C=CC=C1)C1=CC=C2C(N(CN(C2=C1)S(=O)(=O)C1=CC(=CC=C1)C(F)(F)F)CCOC)=O)F